FC1=CC(=CC=2N(C(=NC21)C)C(C)C)C2=NC=NC=C2C#N 4-(4-fluoro-1-isopropyl-2-methyl-1H-benzo[d]Imidazol-6-yl)pyrimidine-5-carbonitrile